sodium 6,7-dihydroxynaphthalene-1,3-disulfonate OC=1C=C2C=C(C=C(C2=CC1O)S(=O)(=O)[O-])S(=O)(=O)[O-].[Na+].[Na+]